N'-(3,4-dimethylphenyl)-1,1-cyclopropanedicarboxamide CC=1C=C(C=CC1C)NC(=O)C1(CC1)C(=O)N